cysteine, azide N[C@@H](CS)C(=O)N=[N+]=[N-]